7-Chloro-5-(2-methylpyridin-3-yl)imidazo[1,2-a]Quinoxaline-4(5H)-on ClC=1C=C2N(C(C=3N(C2=CC1)C=CN3)=O)C=3C(=NC=CC3)C